ClC1=CC=C(OC(C(=O)N2CCC(CC2)CNC(C=C)=O)(C)C)C=C1 N-((1-(2-(4-chlorophenoxy)-2-methylpropanoyl)piperidin-4-yl)methyl)acrylamide